tert-butyl-4-{2-[(tert-butyldimethylsilyl)oxy]-1-hydroxyethyl}-3-oxo-2-azabicyclo[3.1.0]hexane-2-carboxylate C(C)(C)(C)OC(=O)N1C2CC2C(C1=O)C(CO[Si](C)(C)C(C)(C)C)O